(2R)-3-(4-(4-(1-(1-(3,3-difluorocyclobutyl)propyl)-1H-pyrazol-4-yl)pyrazolo[1,5-a]pyrazin-6-yl)-1H-pyrazol-1-yl)propane-1,2-diol FC1(CC(C1)C(CC)N1N=CC(=C1)C=1C=2N(C=C(N1)C=1C=NN(C1)C[C@H](CO)O)N=CC2)F